2-(6-amino-3-azabicyclo[3.1.0]hex-3-yl)-5-(2,3-dichlorophenyl)-6-methylpyrimidine-4-carboxamide NC1C2CN(CC12)C1=NC(=C(C(=N1)C(=O)N)C1=C(C(=CC=C1)Cl)Cl)C